C(C)(C)(C)OC(=O)N1C[C@@H]([C@H](CC1)NC(=O)C=1SC(=NN1)C1=C(C=C(C=C1)F)F)C(=O)O (3S,4S)-4-{[5-(2,4-difluoro-phenyl)1,3,4-thiadiazole-2-carbonyl]-amino}-piperidine-1,3-dicarboxylic acid 1-tert-butyl ester